C(C=C)OCC(C(=O)OC1=CC=C(C=C1)C(C)(C)C)=C 4-tert-butylphenyl α-allyloxymethylacrylate